2-(4-(4-(aminomethyl)-1-oxo-1,2-dihydrophthalazin-6-yl)-1-methyl-1H-pyrazol-5-yl)-4-chloro-6-(3,3-difluorocyclobutoxy)-3-fluorobenzonitrile NCC1=NNC(C2=CC=C(C=C12)C=1C=NN(C1C1=C(C#N)C(=CC(=C1F)Cl)OC1CC(C1)(F)F)C)=O